ClC=1C=C(C=C(C1)Cl)C1=NC(=CC(=C1)CN1CCC(CC1)CC(=O)O)OC=1C=NC(=NC1)N1CCN(CC1)C(CO)C 2-(1-((2-(3,5-dichlorophenyl)-6-((2-(4-(1-hydroxypropan-2-yl)piperazin-1-yl)pyrimidin-5-yl)oxy)pyridin-4-yl)methyl)piperidin-4-yl)acetic acid